2,2-di-sec-butoxyacetophenone C(C)(CC)OC(C(=O)C1=CC=CC=C1)OC(C)CC